3-(2-methoxyphenyl)-1H-benzo[d]imidazole COC1=C(C=CC=C1)N1CNC2=C1C=CC=C2